C(N)(=O)C12CC(C1)(C2)NC(C2=C(N=CC(=C2C)C2=CC=C(C=C2)C#N)N2CCC(CCC2)(F)F)=O N-(3-carbamoylbicyclo[1.1.1]pentan-1-yl)-5-(4-cyanophenyl)-2-(4,4-difluoroazepan-1-yl)-4-methylnicotinamide